2-Methyl-4-pentenoic acid CC(C(=O)O)CC=C